2-[[6-[[3-chloro-5-cyano-6-[3-(1,3-dioxoisoindolin-2-yl)-4,4-difluoro-5-methyl-1-piperidinyl]-2-pyridinyl]amino]-1-methyl-2-oxo-3-quinolinyl]oxy]-N-methyl-acetamide ClC=1C(=NC(=C(C1)C#N)N1CC(C(C(C1)C)(F)F)N1C(C2=CC=CC=C2C1=O)=O)NC=1C=C2C=C(C(N(C2=CC1)C)=O)OCC(=O)NC